9-hexadecanone CCCCCCCCC(CCCCCCC)=O